N5-(1-imino-3-butenyl)-L-ornithine C=CCC(=NCCC[C@@H](C(=O)O)N)N